C(C1=CC=CC=C1)SC1=C(C=C(C=C1)C(C)=O)F 1-(4-benzylsulfanyl-3-fluoro-phenyl)ethanone